FC(C1=CC=C(C(=C1)I)S)(F)F 4-trifluoromethyl-6-iodothiophenol